ClC1=CC=C(C=C1)S(=O)(=O)CC(=O)C1=CC=CC=C1 2-(4-Chlorophenylsulfonyl)acetophenone